tert-butyl 3-(chlorosulfonyl)-2,2-dimethylpropanoate ClS(=O)(=O)CC(C(=O)OC(C)(C)C)(C)C